AcetylethoxySulfonamide C(C)(=O)NS(=O)(=O)OCC